4-cyclopropyl-6-methoxypyrimidine-5-carboximidamide C1(CC1)C1=NC=NC(=C1C(N)=N)OC